C12(C(C1)C(=O)O)COC1=C2C=CC=C1 2H-Spiro[benzofuran-3,1'-cyclopropane]-2'-carboxylic acid